C(C)(C)(C)OC(=O)N1CC(CC1)C1=CC(=C(C=C1)C=1N=C2SC3=C(N2C1)C=C(C(=C3)C(=O)O)OC)F (4-(1-(tert-butoxycarbonyl)pyrrolidin-3-yl)-2-fluorophenyl)-6-methoxybenzo[d]imidazo[2,1-b]thiazole-7-carboxylic acid